FC(OC1=C(C=CC=C1)S(=O)(=O)N)(F)F trifluoromethoxybenzenesulfonamide